CC(CC)CCCCCCCCCCCC(CCCCCCCCCCCCCCCCCCCC)C 3,15-Dimethylpentatriacontane